({(2S)-4-[2-(4-chloro-3-fluorophenoxy)acetamido]-1-[3-(4-chloro-3-fluorophenyl)propanamido]bicyclo[2.2.2]octan-2-yl}oxy)methyl 3-[2,4-dimethyl-6-(phosphonooxy)phenyl]-3-methylbutanoate CC1=C(C(=CC(=C1)C)OP(=O)(O)O)C(CC(=O)OCO[C@@H]1C2(CCC(C1)(CC2)NC(COC2=CC(=C(C=C2)Cl)F)=O)NC(CCC2=CC(=C(C=C2)Cl)F)=O)(C)C